C(NC(=O)C=1N=NC=CC1NC1=C(C=C(C=C1)N1N=C(N=N1)CC)OC(F)F)([2H])([2H])[2H] N-(methyl-d3)-4-((4-(5-ethyl-2H-tetrazol-2-yl)-2-(difluoromethoxy)phenyl)amino)pyridazine-3-carboxamide